COCC(C)(C)N1N=CC(=C1)C(=O)N 1-(1-methoxy-2-methylpropan-2-yl)-1H-pyrazole-4-carboxamide